di(4-aminophenoxy)naphthalene NC1=CC=C(OC2=C(C3=CC=CC=C3C=C2)OC2=CC=C(C=C2)N)C=C1